N-{[(9H-fluoren-9-yl)methoxy]carbonyl}-3-(1,3-thiazol-4-yl)-L-alanine C1=CC=CC=2C3=CC=CC=C3C(C12)COC(=O)N[C@@H](CC=1N=CSC1)C(=O)O